N1N=CC(=C1)CCN1CCC(CC1)C(=O)NC=1SC=2C(=NC=C(C2)NS(=O)(=O)C=2SC=CC2)N1 1-(2-(1H-pyrazol-4-yl)ethyl)-N-(6-(thiophene-2-sulfonamido)thiazolo[4,5-b]pyridin-2-yl)piperidine-4-carboxamide